5-(2,2-dimethyl)propanoyl-3-(1-azabicyclo[5.4.0]undecan-4-yl)-benzothiophene fumarate C(\C=C\C(=O)O)(=O)O.CC(C(=O)C=1C=CC2=C(C(=CS2)C2CCN3CCCCC3CC2)C1)(C)C